ethylenebis(2,4-di-tert-butyl-6-methylphenyl) phosphite P1(OC2=C(C(=C(C=C2C)C(C)(C)C)CCC=2C(=C(C(=CC2C(C)(C)C)C)O1)C(C)(C)C)C(C)(C)C)[O-]